2-((3-(((R)-2,2-dimethyloxetan-3-yl)oxy)-1-(methyl-d3)-1H-pyrazol-4-yl)amino)-7-((S)-1-methoxypropane-2-yl)-7H-pyrrolo[2,3-d]pyrimidine-6-carbonitrile CC1(OC[C@H]1OC1=NN(C=C1NC=1N=CC2=C(N1)N(C(=C2)C#N)[C@H](COC)C)C([2H])([2H])[2H])C